1-aza-3,7-dioxa-2,8-diheptyl-bicyclo[3.3.0]octane C(CCCCCC)C1N2C(OCC2CO1)CCCCCCC